5-{5-[(2-chloro-6-fluorophenyl)methoxy]-2-methyl-1-benzofuran-3-yl}-2H-1,2,3,4-tetrazole ClC1=C(C(=CC=C1)F)COC=1C=CC2=C(C(=C(O2)C)C=2N=NNN2)C1